4-oxo-thiazolidine-5-ylacetanilide O=C1NCSC1CC(=O)NC1=CC=CC=C1